C(C)OC(CCC=1C=C(C=C(C1F)C)C1=C(C=CC=C1C)C)=O 3-(4-fluoro-2',5,6'-trimethyl-[1,1'-biphenyl]-3-yl)propanoic acid ethyl ester